FC(C(=O)NC=1C(=C(C(=CC1)F)NC(C1=CC(=CC=C1)F)=O)F)F N-(3-(2,2-difluoroacetamido)-2,6-difluorophenyl)-3-fluorobenzamide